CC(=NO)CC Methylethyl ketoxime